2-[2-(acetylamino)-5,8-dioxo-6-(propan-2-yl)-5,6,7,8-tetrahydro-4H-pyrazolo[1,5-a]pyrrolo[3,4-d]pyrimidin-4-yl]-N-(5-fluoropyridin-2-yl)acetamide C(C)(=O)NC1=NN2C(N(C3=C(C2=O)CN(C3=O)C(C)C)CC(=O)NC3=NC=C(C=C3)F)=C1